N-(3-(difluoromethyl)-5-(2-(((3S,5S)-5-fluoropiperidin-3-yl)amino)-8-isopropyl-7-oxo-7,8-dihydropyrido[2,3-d]pyrimidin-6-yl)pyridin-2-yl)-3,3,3-trifluoropropane-1-sulfonamide FC(C=1C(=NC=C(C1)C1=CC2=C(N=C(N=C2)N[C@@H]2CNC[C@H](C2)F)N(C1=O)C(C)C)NS(=O)(=O)CCC(F)(F)F)F